N-(4-aminophenyl)-3-methoxy-propionamide NC1=CC=C(C=C1)NC(CCOC)=O